4-(5-fluoro-2-methyl-4-nitrophenyl)-2,2,6,6-tetramethyl-1,2,3,6-tetrahydropyridine FC=1C(=CC(=C(C1)C=1CC(NC(C1)(C)C)(C)C)C)[N+](=O)[O-]